Cl.CNCC(=O)OC methyl methylglycinate HCl